isopropyl (2S)-2-(3-(1H-indol-3-yl)-2-((methylglycyl) oxy)propanamido)-6-diazo-5-oxohexanoate N1C=C(C2=CC=CC=C12)CC(C(=O)N[C@H](C(=O)OC(C)C)CCC(C=[N+]=[N-])=O)OC(CNC)=O